BrC(C)C=1C=C(C=C2C(C=C(OC12)N1CCC2(CCN(C2=O)C)CC1)=O)C 8-[8-(1-bromoethyl)-6-methyl-4-oxo-chromen-2-yl]-2-methyl-2,8-diazaspiro[4.5]decan-1-one